sodium 2-(5-(2-hydroxypropan-2-yl)pyrazin-2-yl)-2-methylpropanoate OC(C)(C)C=1N=CC(=NC1)C(C(=O)[O-])(C)C.[Na+]